OC=1C=C(C=CC1O)CCNC(C=CC)=O N-(2-(3,4-dihydroxyphenyl)ethyl)-2-butenamide